carvacrol ferulate C(\C=C\C1=CC(OC)=C(O)C=C1)(=O)OC1=CC(=CC=C1C)C(C)C